C(CCCCC(=O)OCC(COC(CCC(CCCCCC)=O)=O)(COC(CCCCC(=O)OCC\C=C/CCCCC)=O)COC(CC12CC3CC(CC(C1)C3)C2)=O)(=O)OCC\C=C/CCCCC O6-[2-[[2-(1-adamantyl)acetyl]oxymethyl]-2-[[6-[(Z)-non-3-enoxy]-6-oxo-hexanoyl]oxy-methyl]-3-(4-oxodecanoyloxy)propyl] O1-[(Z)-non-3-enyl] hexanedioate